2,2-difluoroacethydrazide FC(C(=O)NN)F